2-(4-ethyl-1-piperazinyl)-4-(4-fluorophenyl)-5,6,7,8,9,10-hexahydroxycycloocta[b]pyridine C(C)N1CCN(CC1)C1=CC(=C2C(=N1)C(=C(C(=C(C(=C2O)O)O)O)O)O)C2=CC=C(C=C2)F